(R,E)-2-cyano-N-(1-(3,4-dimethoxyphenyl)ethyl)-3-(5-(3-(morpholine-4-carbonyl)phenyl)-1H-pyrrolo[2,3-b]pyridin-3-yl)acrylamide C(#N)/C(/C(=O)N[C@H](C)C1=CC(=C(C=C1)OC)OC)=C\C1=CNC2=NC=C(C=C21)C2=CC(=CC=C2)C(=O)N2CCOCC2